3-(4-chlorophenyl)propyl-prop-2-en-1-one ClC1=CC=C(C=C1)CCCC(C=C)=O